NC=1C=C(C=C(C1)C=1C=NN(C1)C)NC(=O)C1CC1 N-(3-Amino-5-(1-methyl-1H-pyrazol-4-yl)phenyl)cyclopropanecarboxamide